CN1N=CC(=N1)C1=C2C=NNC2=C(C=C1)B1OC(C(O1)(C)C)(C)C 4-(2-methyl-1,2,3-triazol-4-yl)-7-(4,4,5,5-tetramethyl-1,3,2-dioxaborolan-2-yl)-1H-indazole